6-(4-(cyclopropylcarbamoyl)-2-(6-methylpyridin-2-yl)-1H-imidazol-1-yl)imidazo[1,2-a]pyridine-3-carboxamide C1(CC1)NC(=O)C=1N=C(N(C1)C=1C=CC=2N(C1)C(=CN2)C(=O)N)C2=NC(=CC=C2)C